P(=O)(OC1=CC=CC=C1)(OCCOC(C=C)=O)[O-] phenyl (2-acryloxyethyl) phosphate